ClC1=C(C=C(C=C1)F)NC=1C=CC(=NC1NC(C1=CC(=CC(=C1)C(F)(F)F)F)=O)C(=O)OC methyl 5-[(2-chloro-5-fluorophenyl)amino]-6-[3-fluoro-5-(trifluoromethyl)benzamido]pyridine-2-carboxylate